C(C1=CC=CC=C1)C(C(=O)O)(C(=O)O)OC[C@H]1O[C@H]([C@@H]([C@@]1(O)C#C)O)N1C2=NC(=NC(=C2N=C1)C=1C=NN(C1)S(=O)(=O)C1=CC=C(C)C=C1)Cl 2-benzyl-2-(((2R,3S,4R,5R)-5-(2-chloro-6-(1-tosyl-1H-pyrazol-4-yl)-9H-purin-9-yl)-3-ethynyl-3,4-dihydroxytetrahydrofuran-2-yl)methoxy)malonic acid